ClC=1C(=NC=CC1NC(=O)C=1N(C2=C(CN(CC2)C)N1)C)C1=C(C(=CC=C1)NC(=O)C1=NN(C=2C(CCCC12)=C=O)C)C N-(3-chloro-2-(2-methyl-3-(1-methyl-7-carbonyl-4,5,6,7-tetrahydro-1H-indazole-3-carboxamido)phenyl)pyridin-4-yl)-1,5-dimethyl-4,5,6,7-tetrahydro-1H-imidazo[4,5-c]pyridine-2-carboxamide